C1=CC=CC=2C3=CC=CC=C3C(C12)C(C=O)C 2-(9H-Fluoren-9-yl)-propionaldehyde